C(C1=CC=CC=C1)OC(=O)N[C@@H]1CN([C@H](C=C[C@H]1C)C)C(=O)OCC1=CC=CC=C1 |&1:11,17| benzyl (3S,4R,7S) and (3R,4S,7S)-3-(((benzyloxy)carbonyl)amino)-4,7-dimethyl-2,3,4,7-tetrahydro-1H-azepine-1-carboxylate